5-(3-fluoro-4-methylphenyl)-5-propylimidazolidine-2,4-dione FC=1C=C(C=CC1C)C1(C(NC(N1)=O)=O)CCC